S-benzyl 2-aminothioacetate NCC(=O)SCC1=CC=CC=C1